methyl 5-[6-[tert-butoxycarbonyl(ethyl)amino]-3-azabicyclo[3.1.0]hexan-3-yl]pyrazine-2-carboxylate C(C)(C)(C)OC(=O)N(C1C2CN(CC12)C=1N=CC(=NC1)C(=O)OC)CC